cis-2-(tert-butoxycarbonylamino)-1-cyclopentanecarboxylic acid C(C)(C)(C)OC(=O)N[C@@H]1[C@@H](CCC1)C(=O)O